(S*)-12-(5-(6-amino-2-fluoropyridin-3-yl)-1H-imidazol-2-yl)-7-chloro-8-fluoro-2-methyl-13,14-dihydro-2H-spiro[benzo[5,6]azocino[4,3-g]indolizine-3,1'-cyclopropane]-1,10(4H,12H)-dione NC1=CC=C(C(=N1)F)C1=CN=C(N1)C1CN2C([C@H](C3(CC3)C2C2=C1C=1C(=C(C=NC2)Cl)C(=CC(C1)=O)F)C)=O |o1:17|